The molecule is a member of the class of 7-hydroxyisoflavones that is 7,4'-dihydroxyisoflavone substituted by a methoxy group at position 3'. It is isolated from the heart woods of Maackia amurensis subsp buergeri and Dalbergia louveli and exhibits antiplasmodial ativity. It has a role as a metabolite and an antiplasmodial drug. It is a methoxyisoflavone and a member of 7-hydroxyisoflavones. COC1=C(C=CC(=C1)C2=COC3=C(C2=O)C=CC(=C3)O)O